N-[3-[5-(3,5-dimethylimidazol-4-yl)-1,3,4-oxadiazol-2-yl]cyclohexyl]-N-methyl-3-(trifluoromethyl)benzamide CN1C=NC(=C1C1=NN=C(O1)C1CC(CCC1)N(C(C1=CC(=CC=C1)C(F)(F)F)=O)C)C